NC1=C(SC2=NC(=CC=C21)C(OC)OC)C(=O)NCCC2=CC(=C(C=C2)N2CCN(CC2)C(=O)OC(C)(C)C)Cl tert-Butyl 4-(4-(2-(3-amino-6-(dimethoxymethyl)thieno[2,3-b]pyridine-2-carboxamido)ethyl)-2-chlorophenyl)piperazine-1-carboxylate